1,3,14-hexadecenetriol C(=CC(CCCCCCCCCCC(CC)O)O)O